(2-ethylhexyloxy)Titanium C(C)C(CO[Ti])CCCC